(R)-3-((7-bromo-2-chloro-8-fluoro-6-(trifluoromethyl)quinazolin-4-yl)(cyclopropyl)amino)pyrrolidine-1-carboxylic acid tert-butyl ester C(C)(C)(C)OC(=O)N1C[C@@H](CC1)N(C1CC1)C1=NC(=NC2=C(C(=C(C=C12)C(F)(F)F)Br)F)Cl